OCCC=C(C(=O)O)C.C(C(=C)C)(=O)OCCO 2-hydroxyethyl methacrylate (2-hydroxyethylmethacrylate)